(E)-2-(2,6-dichlorobenzamido)-9-(5,6,7,8-tetrahydro-1,8-naphthyridin-2-yl)non-4-enoic acid ClC1=C(C(=O)NC(C(=O)O)C\C=C\CCCCC2=NC=3NCCCC3C=C2)C(=CC=C1)Cl